5-(hydroxymethyl)-3,6-dihydropyridine-1(2H)-carboxylic acid tert-butyl ester C(C)(C)(C)OC(=O)N1CCC=C(C1)CO